BrC1=NN(C(=C1)C(=O)NC1=C(C=C(C=C1C(NC)=O)Cl)C)C1=NC=CC=C1Cl 3-Bromo-N-[4-chloro-2-methyl-6-(methylcarbamoyl)phenyl]-1-(3-chloropyridin-2-yl)-1H-pyrazole-5-carboxamide